N1N=CC(=C1)C1=CC=C(C=C1)NC1=NC(=NC=C1)C1=CC=C2C=C(NC2=C1)C(=O)N1CC(C1)C#N 1-(6-(4-((4-(1H-pyrazol-4-yl)phenyl)-amino)-pyrimidin-2-yl)-1H-indole-2-carbonyl)-azetidine-3-carbonitrile